[O-2].[Sm+3].[O-2].[O-2].[Sm+3] samarium oxide